((2S,5R)-5-(4-amino-5-fluoro-2-oxopyrimidin-1(2H)-yl)-2-methyltetrahydrofuran-2-yl)methyl 2-acetoxy-2-methylpropanoate C(C)(=O)OC(C(=O)OC[C@]1(O[C@H](CC1)N1C(N=C(C(=C1)F)N)=O)C)(C)C